2-((4-((1R,5S)-3,8-diazabicyclo[3.2.1]octan-3-yl)-7-(8-chloronaphthalen-1-yl)-8-fluoropyrido[4,3-d]pyrimidin-2-yl)oxy)-N-(4-(N,N-dimethylsulfamoyl)phenyl)acetamide [C@H]12CN(C[C@H](CC1)N2)C=2C1=C(N=C(N2)OCC(=O)NC2=CC=C(C=C2)S(N(C)C)(=O)=O)C(=C(N=C1)C1=CC=CC2=CC=CC(=C12)Cl)F